N(=C=O)C1(CC(CC=C1)(C)N=C=O)C 1,3-diisocyanato-m-xylene